C(CCCCCCCCC)N(C(CCCN(C)C)=O)C(CCCCCCC(C(=O)O)F)CCCCCCCCC 9-[N-decyl-4-(dimethylamino)butanamido]-2-fluorooctadecanoic acid